isobutylidenebiurea C(C(C)C)=NC(=O)NNC(N)=O